N[C@@H](CC(C)C)C(=O)OC(=O)OC(CCC)(C)C ethyl(tert-butoxycarbonyl) leucinate